Racemic-2-(1-(1-(6,7-difluoro-1-oxo-1,2-dihydroisoquinolin-4-yl)ethyl)-3-(4-fluorophenyl)ureido)ethane-1-sulfonamide FC=1C=C2C(=CNC(C2=CC1F)=O)[C@@H](C)N(C(=O)NC1=CC=C(C=C1)F)CCS(=O)(=O)N |r|